C(C1=CC=CC=C1)O[C@H]1[C@@H](O[C@@H]([C@H]([C@@H]1OCC1=CC=CC=C1)OCC1=CC=CC=C1)COCC1=CC=CC=C1)[Sn](CCCC)(CCCC)CCCC (2,3,4,6-tetra-O-benzyl-beta-D-glucopyranosyl)tributylstannane